9,9'-(4-(3-(2,6-diphenylpyrimidin-4-yl)phenyl)pyridine-2,6-diyl)bis(4,5-dimethyl-9H-carbazole) C1(=CC=CC=C1)C1=NC(=CC(=N1)C=1C=C(C=CC1)C1=CC(=NC(=C1)N1C2=CC=CC(=C2C=2C(=CC=CC12)C)C)N1C2=CC=CC(=C2C=2C(=CC=CC12)C)C)C1=CC=CC=C1